7-fluoro-6-nitroquinazolin-4(1H)-one FC1=C(C=C2C(N=CNC2=C1)=O)[N+](=O)[O-]